NC1CN(C1)C1=C(C=C(C=C1)NC1=NC=2N(C(=C1)NC1CC1)N=CC2C#N)C[S@](=O)C |r| (±)-5-((4-(3-Aminoazetidin-1-yl)-3-((methylsulfinyl)methyl)phenyl)amino)-7-(cyclopropylamino)pyrazolo[1,5-a]pyrimidin-3-carbonitril